FC=1C=C(C=NC1)[C@H](CNC(C[C@H]1CC(NCC1)=O)(C)C)O (S)-4-(2-(((R)-2-(5-Fluoropyridin-3-yl)-2-hydroxyethyl)amino)-2-methylpropyl)piperidin-2-one